CC(CC(=O)O)(CC(C)C)C=CCC.FC(C1=CC=C2C(=CC=NC2=C1)NCC1CCC(CC1)C(=O)N)(F)F 4-{[(7-trifluoromethylquinolin-4-yl)amino]Methyl}cyclohexane-1-carboxamide 3-Methyl-3-butenyl-5-methylhexanoate